CC1=C(C=CC=C1)CC(=O)NC1=CC(=C(C=C1)N1N=CC(=C1)C(F)(F)F)S(N)(=O)=O 2-(2-Methylphenyl)-N-{3-sulfamoyl-4-[4-(trifluoromethyl)-1H-pyrazol-1-yl]phenyl}acetamide